N-(2-phenyl-[1,2,4]triazolo[1,5-a]pyridin-7-yl)-N'-[(pyridin-4-yl)methyl]urea C1(=CC=CC=C1)C1=NN2C(C=C(C=C2)NC(=O)NCC2=CC=NC=C2)=N1